C(CCCCCCC)[Si](OCC)(OCC)OCC Octyl-Triethoxy-Silan